2-(4-{2'-ethoxy-6-[2-(methylamino)ethoxy]-[2,3'-bipyridin]-5-yl}piperidin-1-yl)-5-(trifluoromethyl)benzonitrile C(C)OC1=NC=CC=C1C1=NC(=C(C=C1)C1CCN(CC1)C1=C(C#N)C=C(C=C1)C(F)(F)F)OCCNC